5-(((6-bromopyridin-2-yl)oxy)methyl)picolinic acid BrC1=CC=CC(=N1)OCC=1C=CC(=NC1)C(=O)O